C(#N)C1(CCN(CC1)C(=O)OC(C)(C)C)CC1=C(C=CC(=C1)C(F)(F)F)F tert-butyl 4-cyano-4-(2-fluoro-5-(trifluoromethyl)benzyl)piperidine-1-carboxylate